styrylisocyanobenzene C(=CC1=CC=CC=C1)C1=C(C=CC=C1)[N+]#[C-]